4-((1-(4-(2-(2-aminopyridin-3-yl)-5-(6-ethoxypyridin-3-yl)-3H-imidazo[4,5-b]pyridin-3-yl)benzyl)piperidin-4-yl)amino)pyrimidine-2-carbonitrile NC1=NC=CC=C1C1=NC=2C(=NC(=CC2)C=2C=NC(=CC2)OCC)N1C1=CC=C(CN2CCC(CC2)NC2=NC(=NC=C2)C#N)C=C1